Cl.ClC1=CSC2=C1CC(CC2)NC 3-chloro-N-methyl-4,5,6,7-tetrahydrobenzothiophen-5-amine hydrochloride